C[Si](C=1SC(=CC1)[Sn](CCCC)(CCCC)CCCC)(C)C trimethyl-(5-tributylstannyl-thiophen-2-yl)silane